(2-aminopyridin-4-yl)boric acid NC1=NC=CC(=C1)OB(O)O